nonadecafluorononyl phosphate P(=O)(OC(C(C(C(C(C(C(C(C(F)(F)F)(F)F)(F)F)(F)F)(F)F)(F)F)(F)F)(F)F)(F)F)([O-])[O-]